(Z)-3-(((2,6-dimethylphenyl)amino)methylene)-2-((2-(4-iodophenyl)oxazol-5-yl)methyl)benzopyran-4-one CC1=C(C(=CC=C1)C)N\C=C/1\C(OC2=C(C1=O)C=CC=C2)CC2=CN=C(O2)C2=CC=C(C=C2)I